2-(4-amino-1H-pyrazol-1-yl)-N-methyl-N-(2-phenoxyethyl)acetamide NC=1C=NN(C1)CC(=O)N(CCOC1=CC=CC=C1)C